C(CCC)N Butanamine